CC1C(CC(CC1)N1CCC1)N1CCC1 (4-methylcyclohexane-1,3-diyl)bis(azetidine)